BrC=1C(=NC(=CC1)C)OCC(C(=O)[O-])(C)C 3-((3-bromo-6-methylpyridin-2-yl) oxy)-2,2-dimethylpropionate